C(CCC)SC1=CC(=C(CCN)C=C1OC)OC 4-(s)-butylthio-2,5-di-methoxyphenethylamine